(R)-4-[5-(4-chlorophenyl)-1-[2-(trifluoromethyl)-phenyl]pyrrol-2-yl]-N-[2-(dimethylamino)-ethyl]benzamide (+)-L-tartrate salt C(=O)(O)[C@H](O)[C@@H](O)C(=O)O.ClC1=CC=C(C=C1)C1=CC=C(N1C1=C(C=CC=C1)C(F)(F)F)C1=CC=C(C(=O)NCCN(C)C)C=C1